N-[4-[(6,7-dimethoxy-1,5-naphthyridin-4-yl)oxy]-3-fluorophenyl]-8-(4-fluorophenyl)-7-oxo-2,3-dihydro-1H-indolizine-6-carboxamide COC=1N=C2C(=CC=NC2=CC1OC)OC1=C(C=C(C=C1)NC(=O)C1=CN2CCCC2=C(C1=O)C1=CC=C(C=C1)F)F